4-(((1s,4s)-4-(4-((14-((2-(2,6-dioxopiperidin-3-yl)-1,3-dioxoisoindolin-5-yl)oxy)-3,6,9,12-tetraoxatetradecyl)sulfonyl)piperazin-1-yl)cyclohexyl)amino)quinazoline-6-carbonitrile O=C1NC(CCC1N1C(C2=CC=C(C=C2C1=O)OCCOCCOCCOCCOCCS(=O)(=O)N1CCN(CC1)C1CCC(CC1)NC1=NC=NC2=CC=C(C=C12)C#N)=O)=O